7-(3,3-difluoroazetidin-1-yl)-N-(2-methoxy-4-(2-methoxyethoxy)phenyl)quinolin FC1(CN(C1)C1=CC=C2C=CCN(C2=C1)C1=C(C=C(C=C1)OCCOC)OC)F